C(C)(C)(C)OC(=O)N1[C@@H](CCC1)C1=C(C=CC(=C1)C1=NC(=C(N=C1F)N)C=1C=C2CCNC(C2=CC1F)=O)C1CCOCC1 (S)-2-(5-(5-amino-3-fluoro-6-(7-fluoro-1-oxo-1,2,3,4-tetrahydroisoquinolin-6-yl)pyrazin-2-yl)-2-(tetrahydro-2H-pyran-4-yl)phenyl)pyrrolidine-1-carboxylic acid tert-butyl ester